N2-(4-chloro-3-(trifluoromethyl)phenyl)-N4-(5-cyclopropyl-1H-pyrazol-3-yl)quinazoline-2,4-diamine ClC1=C(C=C(C=C1)NC1=NC2=CC=CC=C2C(=N1)NC1=NNC(=C1)C1CC1)C(F)(F)F